OCC[N+](CC(CCCCCCCCCC)O)(CCO)CCCCC(=O)[O-] 4-[N,N-di(2-hydroxyethyl)-N-(2-hydroxydodecyl)ammonio]-butane-1-carboxylate